4-(1-methyl-1H-pyrrolo[2,3-b]pyridin-4-yl)-7-((6-((3aS,6aS)-5-methylhexahydropyrrolo[3,4-b]pyrrol-1(2H)-yl)pyridin-2-yl)amino)-2,3-dihydro-1H-pyrrolo[3,4-c]pyridin-1-one CN1C=CC=2C1=NC=CC2C2=NC=C(C1=C2CNC1=O)NC1=NC(=CC=C1)N1[C@H]2[C@@H](CC1)CN(C2)C